FC(C(=O)O)(F)F.ClC1=CC(=C(C(=N1)C1=C2C(=NC=C1)C=C(S2)CN2C(C1C(C1C2=O)(C)C)=O)C(=O)N2CCNCC2)C 3-((7-(6-chloro-4-methyl-3-(piperazine-1-carbonyl)pyridin-2-yl)thieno[3,2-b]pyridin-2-yl)methyl)-6,6-dimethyl-3-azabicyclo[3.1.0]hexane-2,4-dione 2,2,2-trifluoroacetate